BrC1=CC=2C(C3=CC(=CN=C3C2N=C1)Br)=O 2,7-dibromo-4,5-diaza-9-fluorenone